ClC1=C(C=C(C=C1)C1=NN(C(=N1)CC(=O)NCC1=CC(=NC(=C1)CC)CC)CC)F 2-[3-(4-Chloro-3-fluorophenyl)-1-ethyl-1H-1,2,4-triazol-5-yl]-N-[(2,6-diethylpyridin-4-yl)methyl]acetamid